Br[Si]1(CC[Si](CC1)(CCCC)Br)Br 1,1,4-tribromo-4-butyl-1,4-disilacyclohexane